FC(C1=CC=C(C=C1)N1CC2(CC3=CC=CC=C13)CN(C2)C(CC)=O)(F)F 1-(1'-(4-(trifluoromethyl)-phenyl)-1',4'-dihydro-2'H-spiro[azetidine-3,3'-quinolin]-1-yl)propan-1-one